tert-butyl (4-(5-(1-methyl-1H-pyrazol-4-yl)thieno[3,2-b]pyridin-3-yl)pyridin-2-yl)carbamate CN1N=CC(=C1)C1=CC=C2C(=N1)C(=CS2)C2=CC(=NC=C2)NC(OC(C)(C)C)=O